[6-chloro-1-(cyclopropylmethyl)-8H-pyrrolo[3,2-g]indol-2-yl]-7-fluoro-1-methyl-benzimidazole-5-carboxylic acid ClC1=CNC=2C3=C(C=CC12)C=C(N3CC3CC3)C3=NC1=C(N3C)C(=CC(=C1)C(=O)O)F